5-methyl-N,N-dimethylbenzoxazole-2-amine CC=1C=CC2=C(N=C(O2)N(C)C)C1